ClC1=CC=C2C(=C1)NC(C21CCN(CC1)CCOC1=CC2=C(N(C=N2)C2CC(C2)(C)O)C(=C1)C(F)(F)F)=O 6-chloro-1'-(2-{1-[(cis)-3-hydroxy-3-methylcyclobutyl]-7-(trifluoromethyl)-1H-1,3-benzimidazol-5-yloxy}ethyl)spiro[indoline-3,4'-piperidin]-2-one